3-[3-(3-acetylphenyl)imidazo[1,2-b]pyridazin-6-yl]-N-methyl-benzamide C(C)(=O)C=1C=C(C=CC1)C1=CN=C2N1N=C(C=C2)C=2C=C(C(=O)NC)C=CC2